OC1=C(C=CC=C1)C1CCC(CC1)OCC1=NC=CC=C1NC(OC(C)(C)C)=O tert-butyl (2-((((1s,4s)-4-(2-hydroxyphenyl)cyclohexyl)oxy)methyl)pyridin-3-yl)carbamate